CC(CCC1=CC=C(C=C1)CC)C 1-(3-methyl-n-butyl)-4-ethylbenzene